N1(CCNC2=CC=CC=C12)C(CC(C)(C)C)=O 1-(3,4-Dihydroquinoxaline-1(2H)-yl)-3,3-dimethylbutan-1-one